(Z,Z)-9,2-Tetradecadien-1-ol C(\C=C/CCCCC\C=C/CCCC)O